zinc bis[4-(octyloxycarbonylamino) salicylate] dihydrate O.O.C(CCCCCCC)OC(=O)NC=1C=C(C(C(=O)[O-])=CC1)O.C(CCCCCCC)OC(=O)NC=1C=C(C(C(=O)[O-])=CC1)O.[Zn+2]